octadeca-9,12-dienoic acid 15-(((4,4-bis(((Z)-oct-5-en-1-yl) oxy) butanoyl) oxy) methyl)-9-hexyl-2-methyl-7,12-dioxo-6,8,13-trioxa-2-azahexadecan-16-yl ester C(CCC\C=C/CC)OC(CCC(=O)OCC(COC(CCC(OC(OCCCN(C)C)=O)CCCCCC)=O)COC(CCCCCCCC=CCC=CCCCCC)=O)OCCCC\C=C/CC